COC(C1CCN(CC1)C1=CC(=C(C=C1)C1=NC=CC(=C1)C1=CC=2C(NCCC2N1)=O)F)OC 2-(2-(4-(4-(dimethoxymethyl)piperidin-1-yl)-2-fluorophenyl)pyridin-4-yl)-6,7-dihydro-1H-pyrrolo[3,2-c]pyridin-4(5H)-one